Nα-(((9H-fluoren-9-yl)methoxy)carbonyl)-Nα-methyl-1-((3-methylisoxazol-5-yl)methyl)-L-tryptophan C1=CC=CC=2C3=CC=CC=C3C(C12)COC(=O)N([C@@H](CC1=CN(C2=CC=CC=C12)CC1=CC(=NO1)C)C(=O)O)C